ethyl 2-(3-((tert-butyldimethylsilyl)oxy)-1-(methylamino)cyclobutyl)acetate [Si](C)(C)(C(C)(C)C)OC1CC(C1)(NC)CC(=O)OCC